[K].C1CCC2=C(C=3CCCC3C=C12)NC(=O)NS(=O)(=O)N1CC2CCC(C1)N2C(C)C N-((1,2,3,5,6,7-Hexahydro-s-indacen-4-yl)carbamoyl)-8-isopropyl-3,8-diazabicyclo[3.2.1]octane-3-sulfonamide, potassium salt